COC1=CC=C(C=C1)C=1NC(SC1)N/N=C/C=1N=CC=2N(C3=CC=CC=C3C2C1)CC1=CC=C(C=C1)F 4-(4-methoxyphenyl)-2-(((E)-(9-(4-fluorobenzyl)-beta-carbolin-3-yl)methylene)hydrazino)-2,3-dihydrothiazole